ruthenium bisphosphine P.P.[Ru]